Isophorone dicarbamate C(N)(O)=O.C(N)(O)=O.O=C1C=C(CC(C)(C)C1)C